ClC1=C(C=C(C=C1)Cl)I 2,5-Dichloroiodobenzene